O1C2(OC(CC1=O)=O)C1CC3CC(CC2C3)C1 (1r,3r,5r,7r)-spiro[adamantan-2,2'-[1,3]-dioxane]-4',6'-dione